C(CCC)OC(=O)C1=CC=CC2=CC=CC=C12.CC(C(=O)NC1=C(C=C(C=C1)C(F)(F)F)C1CCOCC1)C 2-methyl-N-(2-(tetrahydro-2H-pyran-4-yl)-4-(trifluoroMethyl)phenyl)propanamide butyl-naphthalate